C(C)OC(=O)C=1NC=C(C1NC(=O)OC(C)(C)C)OC 3-((tert-Butoxycarbonyl)amino)-4-methoxy-1H-pyrrole-2-carboxylic acid ethyl ester